methyl 3-(3-iodo-4-methoxyphenyl)picolinate IC=1C=C(C=CC1OC)C=1C(=NC=CC1)C(=O)OC